C(#N)CC(C(=O)N1C[C@H]2SC3=C([C@@H]1C2)C=NC=C3C#N)(C)C (2S,5S)-4-(3-cyano-2,2-dimethylpropanoyl)-2,3,4,5-tetrahydro-2,5-methanopyrido[3,4-f][1,4]thiazepine-9-carbonitrile